(R)-(4-(7-chloropyrazolo[1,5-a]pyridin-2-yl)-6,7-dihydro-1H-imidazo[4,5-c]pyridin-5(4H)-yl)(5-(pyridin-3-yl)-1,3,4-oxadiazol-2-yl)methanone ClC1=CC=CC=2N1N=C(C2)[C@@H]2N(CCC1=C2N=CN1)C(=O)C=1OC(=NN1)C=1C=NC=CC1